C(C(C)C)(=O)N1[C@H](CCCC1)C (2S,4R)-1-isobutyryl-2-methylpiperidin